N[C@@H]1C2=CC=CC=C2CC12CCN(CC2)C=2NC(C1=C(N2)NN=C1C(=C)C=1C=NC=C(C1)C)=O (S)-6-(1-amino-1,3-dihydro-spiro[inden-2,4'-piperidin]-1'-yl)-3-(1-(5-methylpyridin-3-yl)vinyl)-1,5-dihydro-4H-pyrazolo[3,4-d]pyrimidin-4-one